2-(4-(3,3-dimethylureido)cyclohexyl)acetaldehyde CN(C(NC1CCC(CC1)CC=O)=O)C